CCC(\C=C\CC)=O (E)-hept-4-en-3-one